N(=[N+]=[N-])C1CCC(N(C1)C(=O)[O-])C 5-azido-2-methylpiperidine-1-carboxylate